5-methyl-6-(4,4,5,5-tetramethyl-1,3,2-dioxaborolan-2-yl)-3-((2-(trimethylsilyl)ethoxy)methyl)benzo[d]oxazol-2(3H)-one CC=1C(=CC2=C(N(C(O2)=O)COCC[Si](C)(C)C)C1)B1OC(C(O1)(C)C)(C)C